methyl 5-(4-amino-6-bromo-2-chloro-3-fluorophenyl)pent-4-ynoate NC1=C(C(=C(C(=C1)Br)C#CCCC(=O)OC)Cl)F